hydroxyl propyl phosphate ammonium [NH4+].P(=O)(OO)(OCCC)[O-]